N1=CNC2=NC=CC(=C21)C=2C=NN(C2)C2=CC=C(C=N2)C(C(F)(F)F)(O)C2CC2 (6-(4-(3H-imidazo[4,5-b]pyridin-7-yl)-1H-pyrazol-1-yl)pyridin-3-yl)-1-cyclopropyl-2,2,2-trifluoroethanol